C[C@@H]1CN(CCN1C)C1=CC(=C(C=C1N)C=1C=NC(=NC1)N1CCOCC1)F (R)-4-(5-(4-(3,4-dimethylpiperazin-1-yl)-2-fluoro-5-aminophenyl)pyrimidin-2-yl)morpholine